diethyleneglycol monoethyl ether acetate C(C)(=O)OCCOCCOCC